Tert-butyl (2S,4R)-4-(benzyloxy)-2-[(methanesulfonyloxy)methyl]pyrrolidine-1-carboxylate C(C1=CC=CC=C1)O[C@@H]1C[C@H](N(C1)C(=O)OC(C)(C)C)COS(=O)(=O)C